1-ethyl-3-(4-((4-(2-methyl-6-(1H-pyrazol-1-yl)pyridin-3-yl)piperazin-1-yl)methyl)oxazol-2-yl)urea C(C)NC(=O)NC=1OC=C(N1)CN1CCN(CC1)C=1C(=NC(=CC1)N1N=CC=C1)C